N-(2-(3-(7'-(2,6-dioxopiperidin-3-yl)-6',8'-dioxo-4',6',7',8'-tetrahydro-3'H-spiro[azetidine-3,2'-pyrano[2,3-f]isoindol]-1-yl)-3-oxopropaneOxy)ethyl)-2-methoxybenzamide O=C1NC(CCC1N1C(C=2C=C3C(=CC2C1=O)OC1(CC3)CN(C1)C(CCOCCNC(C1=C(C=CC=C1)OC)=O)=O)=O)=O